CCC=CCC=CCC=CC=CCCCCCC octadec-3,6,9,11-tetraene